3-(tributylstannyl)-1H-pyrrolo[2,3-c]pyridine-1-carboxylic acid tert-butyl ester C(C)(C)(C)OC(=O)N1C=C(C=2C1=CN=CC2)[Sn](CCCC)(CCCC)CCCC